C(C1=CC=CC=C1)OC(=O)NC(CCCCNC1=C(C(=O)OC)C=CC(=C1)Cl)C methyl 2-((5-(((benzyloxy)carbonyl)amino)hexyl)amino)-4-chlorobenzoate